CN1N=CC2=CC(=CC=C12)CNC(=O)[C@H]1N(C[C@@H](C1)CC1=CC=C(C=C1)C)C(=O)[C@@H]1N(CCC[C@@H]1C(=O)[O-])C(=O)OC methyl (2R,3S)-2-[(2S,4R)-2-[(1-methylindazol-5-yl)methylcarbamoyl]-4-(p-tolylmethyl)pyrrolidine-1-carbonyl]piperidine-1,3-dicarboxylate